6-amino-N-{2-[3-(ethylamino)-4-(fluoromethyl)pyrrolidin-1-yl]-5,6,7,8-tetrahydroquinolin-6-yl}-2-methylthieno[2,3-d][1,3]thiazole-5-carboxamide NC1=C(SC=2N=C(SC21)C)C(=O)NC2CC=1C=CC(=NC1CC2)N2CC(C(C2)CF)NCC